(S or R)-6-fluoro-N2-(6-methoxy-1,2-dimethyl-1,2,3,4-tetrahydroisoquinolin-7-yl)-7-(8-methyl-2,3-dihydro-1H-pyrido[2,3-b][1,4]oxazin-7-yl)quinazoline-2,5-diamine FC1=C(C=2C=NC(=NC2C=C1C1=C(C2=C(OCCN2)N=C1)C)NC1=C(C=C2CCN([C@H](C2=C1)C)C)OC)N |o1:30|